N-tetradecyl-N,N-dimethyl-N-benzyl-ammonium n-Propyl-8-amino-1,4-dioxaspiro[4.5]decane-8-carboxylate C(CC)OC(=O)C1(CCC2(OCCO2)CC1)N.C(CCCCCCCCCCCCC)[N+](CC1=CC=CC=C1)(C)C